epsilon-iminocaproic acid N=CCCCCC(=O)O